N-(4-{5-[5-Fluoro-6-(2-methoxyethoxy)-1H-indazol-3-yl]-1,2-oxazol-3-yl}phenyl)acetamid FC=1C=C2C(=NNC2=CC1OCCOC)C1=CC(=NO1)C1=CC=C(C=C1)NC(C)=O